CO[Si](CCCNCCCN)(OC)OC (3-(trimethoxysilyl)propyl)-1,3-Propylenediamine